5-ethynylnaphthalen-2-ol 2,2,2-trifluoroacetic acid Salt FC(C(=O)O)(F)F.C(#C)C1=C2C=CC(=CC2=CC=C1)O